11-undecyl phosphonate acrylate C(C=C)(=O)O.P(OCCCCCCCCCCC)(O)=O